FC=1C(=CC(=NC1)OC)[C@H](C(=O)N1C[C@]2(CC1)NC1=NC(=C(C=C1CC2)C2=NC=C(N=C2)C(F)(F)F)C)C (2R)-2-(5-fluoro-2-methoxypyridin-4-yl)-1-{(2S)-7-methyl-6-[5-(trifluoromethyl)pyrazin-2-yl]-3,4-dihydro-1H-spiro[1,8-naphthyridine-2,3'-pyrrolidin]-1'-yl}propan-1-one